3-cyclopropyl-5-((5-fluoro-3-(2,2,2-trifluoroethoxy)pyridin-2-yl)oxy)-N-(4-methyl-1,1-dioxidotetrahydro-2H-thiopyran-4-yl)pyrazolo[1,5-a]pyridine-2-carboxamide C1(CC1)C=1C(=NN2C1C=C(C=C2)OC2=NC=C(C=C2OCC(F)(F)F)F)C(=O)NC2(CCS(CC2)(=O)=O)C